methyl 3-(N-(2-(spiro[isobenzofuran-1,4'-piperidin]-1'-yl)-5-(trifluoromethyl) phenyl) sulfamoyl)-4-methoxybenzoate N1(CCC2(CC1)OCC1=CC=CC=C12)C1=C(C=C(C=C1)C(F)(F)F)NS(=O)(=O)C=1C=C(C(=O)OC)C=CC1OC